C(C)(=O)N1C[C@@H](CC1)NC(=O)[C@H](CCCN1C(=NC2=C1C=CC(=C2)CCC(=O)O)N)NC(=O)OC(C)(C)C 3-{1-[(4S)-4-{[(3R)-1-acetylpyrrolidin-3-yl]carbamoyl}-4-{[(tert-butoxy)carbonyl]amino}butyl]-2-amino-1H-1,3-benzodiazol-5-yl}propanoic acid